tert-butyl 2-(4-(2,6-dioxopiperidin-3-yl)-3,5-difluorophenyl)-2,7-diazaspiro[3.5]nonane-7-carboxylate O=C1NC(CCC1C1=C(C=C(C=C1F)N1CC2(C1)CCN(CC2)C(=O)OC(C)(C)C)F)=O